N7-(4,4-difluorotetralin-1-yl)-2-(methoxymethyl)pyrazolo[1,5-a]pyrimidine-3,7-dicarboxamide FC1(CCC(C2=CC=CC=C12)NC(=O)C1=CC=NC=2N1N=C(C2C(=O)N)COC)F